[Br-].NC=1C=C(C=CC1)C1=NN(C2=CC=C(C=C12)B1OC(C(O1)(C)C)(C)C)C(=O)OC(C)(C)C tert-butyl 3-(3-aminophenyl)-5-(4,4,5,5-tetramethyl-1,3,2-dioxaborolan-2-yl)indazole-1-carboxylate Bromide